2-mercaptomethyl-1,3-dimercaptopropane SCC(CS)CS